(2s,4S)-2-((1R,5S,6S)-6-(4-(tert-Butyl)phenyl)-3-azabicyclo[3.1.0]hexane-3-carbonyl)-7-oxa-5-azaspiro[3.4]octan-6-one C(C)(C)(C)C1=CC=C(C=C1)C1[C@@H]2CN(C[C@H]12)C(=O)C1CC2(C1)NC(OC2)=O